N'-((4-fluoro-2,6-diisopropylphenyl)carbamoyl)-2-(methoxymethyl)benzenesulfonimidamide FC1=CC(=C(C(=C1)C(C)C)NC(=O)N=S(=O)(N)C1=C(C=CC=C1)COC)C(C)C